2,3-dibutyl-3-hydroxy-2,3,4,5-tetrahydro-1H-isoindol-1-one C(CCC)N1C(C=2C=CCCC2C1(O)CCCC)=O